C1(CCCC1)\[N+](=C/C(CCCCCCCCC)C)\[O-] (E)-N-cyclopentyl-2-methylundecan-1-imine oxide